N1=CN=CC=2C1=CNC2 6H-pyrrolo[3,4-d]pyrimidine